2-(4-(6-((4-chloro-2-fluorobenzyl)oxy)pyridin-2-yl)-2,3,6-trifluorobenzyl)-4-fluoro-1-(2-methoxyethyl)-1H-benzo[d]imidazole-6-carboxylic acid ClC1=CC(=C(COC2=CC=CC(=N2)C2=C(C(=C(CC3=NC4=C(N3CCOC)C=C(C=C4F)C(=O)O)C(=C2)F)F)F)C=C1)F